C(C)(C)(C)OC(=O)N1CCC(CC1)C=1C(=NC(=C(C1)C1(CC1)CO)Cl)OC.C(#N)C=1C=C(C=C(C1)C)N(C(C)=O)C1=NC=CC(=C1)[N+](=O)[O-] N-(3-cyano-5-methylphenyl)-N-(4-nitropyridin-2-yl)acetamide tert-butyl-4-(6-chloro-5-(1-(hydroxymethyl)cyclopropyl)-2-methoxypyridin-3-yl)piperidine-1-carboxylate